ClC1=CC(=C(C=C1)[C@@H]1OC2=C(OC1)C=CC=C2C2CCN(CC2)CC2=NC1=C(N2CC=2OC=CN2)C=C(C=C1)C(=O)O)F (S)-2-((4-(3-(4-chloro-2-fluorophenyl)-2,3-dihydrobenzo[b][1,4]dioxin-5-yl)piperidin-1-yl)methyl)-1-(oxazol-2-ylmethyl)-1H-benzo[d]imidazole-6-carboxylic acid